(2-piperidinyl)benzhydryl alcohol N1C(CCCC1)C(C1=CC=CC=C1)(C1=CC=CC=C1)O